2-cyclopropyl-1-(4-(thiophen-2-yl)phenyl)ethanone C1(CC1)CC(=O)C1=CC=C(C=C1)C=1SC=CC1